ClC1=C(C=CC=C1)SCC(=O)N1[C@@H](CCC1)C1=NC(C(=C2N1CCN(C2=O)CCS(=O)(=O)C2=CC=C(C=C2)OC)O)=O (S)-6-(1-(2-((2-chlorophenyl)thio)acetyl)pyrrolidin-2-yl)-9-hydroxy-2-(2-((4-methoxyphenyl)sulfonyl)ethyl)-3,4-dihydro-2H-pyrazino[1,2-c]pyrimidine-1,8-dione